N-(5-(cyclopentanecarbonyl)-4-((2-methoxy-3-(1-methyl-1H-1,2,4-triazol-3-yl)phenyl)amino)pyridin-2-yl)cyclopropanecarboxamide C1(CCCC1)C(=O)C=1C(=CC(=NC1)NC(=O)C1CC1)NC1=C(C(=CC=C1)C1=NN(C=N1)C)OC